formaldehyde 2,4-dinitrophenylhydrazone [N+](=O)([O-])C1=C(C=CC(=C1)[N+](=O)[O-])NN=C